dimethyl (trimethylsilyl) phosphite P(OC)(OC)O[Si](C)(C)C